C(C)O[Si](COCC)(C)OCC diethoxy(methyl)(ethoxymethyl)silane